ClC=1C=C2C(=CC1)NC(C21CCN(CC1)CCOC1=CC(=C2C(N(C(C2=C1)=O)C1CC(C1)(C)O)=O)C(F)(F)F)=O 6-{2-(5-chloro-2-oxospiro[indoline-3,4'-piperidin]-1'-yl)ethoxy}-2-[(cis)-3-hydroxy-3-methylcyclobutyl]-4-(trifluoromethyl)-1,3-isoindolinedione